C(C1(C(CCCC1)C)N)C1(C(CCCC1)C)N methylenebis(methylcyclohexaneamine)